(3R,3aS,4R,5R,7R,9R,9aR,12R)-7-benzyl-3-methoxy-4,7,9,12-tetramethyl-8-oxodecahydro-4,9a-propanocyclopenta[8]annulen-5-yl-2-(tosyloxy)acetate C(C1=CC=CC=C1)[C@]1(C[C@H]([C@@]2([C@@H]3[C@]([C@H](C1=O)C)(CC[C@H]3OC)CC[C@H]2C)C)C(C(=O)[O-])OS(=O)(=O)C2=CC=C(C)C=C2)C